(3S)-4-(dimethylamino)-3-[[2-[[(2S,3S)-2-(9H-fluoren-9-ylmethoxycarbonylamino)-3-methylpentanoyl]amino]acetyl]-methylamino]-4-oxobutanoic acid CN(C([C@H](CC(=O)O)N(C)C(CNC([C@H]([C@H](CC)C)NC(=O)OCC1C2=CC=CC=C2C=2C=CC=CC12)=O)=O)=O)C